ClCOC(C(=O)OC1CC2CCC(C1)[N+]21CCCC1)(C1=CC=CC=C1)C1=CC=CC=C1 3-(2-(chloromethoxy)-2,2-diphenylacetoxy)spiro[bicyclo[3.2.1]octane-8,1'-pyrrolidin]-8-ium